2'-O-(tert-Butyldimethylsilyl)-3'-deoxy-3',4'-didehydrouridine-5'-phosphate P(=O)(O)(O)OCC1=C[C@H]([C@@H](O1)N1C(=O)NC(=O)C=C1)O[Si](C)(C)C(C)(C)C